N-methyl-3-(2-methyl-1-oxo-1,2-dihydro-6-isoquinolinyl)-N-(3,3,3-trifluoropropyl)-6-quinoxalinecarboxamide CN(C(=O)C=1C=C2N=C(C=NC2=CC1)C=1C=C2C=CN(C(C2=CC1)=O)C)CCC(F)(F)F